CS(=O)C1=NC=C(C(=N1)C#CC)C(F)(F)F 2-methylsulfinyl-4-prop-1-ynyl-5-(trifluoromethyl)pyrimidine